O[C@H]1C[C@@H](N(C1)C1=CC(=NC=N1)NC(=O)[C@@H]1[C@H](C1)C1=NC=CC(=N1)C)C=1N=C2N(C=C(C=C2)[C@@H]2[C@H](C2)C)C1 |o1:33,34| (1S,2S)-N-(6-((2R,4S)-4-hydroxy-2-(6-((1S*,2S*)-2-methylcyclopropyl)imidazo[1,2-a]pyridin-2-yl)pyrrolidin-1-yl)pyrimidin-4-yl)-2-(4-methylpyrimidin-2-yl)cyclopropane-1-carboxamide